(6-((dimethylamino)methyl)pyridin-2-yl)-N-phenethyl-1H-imidazole-1-carboxamide CN(C)CC1=CC=CC(=N1)C=1N(C=CN1)C(=O)NCCC1=CC=CC=C1